C(C)(C)(C)OC(=O)C1=CC2=NC(=C(C=C2S1)OC)OC 5,6-dimethoxythieno[3,2-b]Pyridine-2-carboxylic acid tert-butyl ester